2-(1H-indazol-4-yl)acetic acid N1N=CC2=C(C=CC=C12)CC(=O)O